ethane-1,2-diyl (4S,4'S)-bis(2-((R)-1-((2S,3R)-3-hydroxy-2-(6-phenylpicolinamido) butanamido)-3-methylbutyl)-6-oxo-1,3,2-dioxaborinane-4-carboxylate) O[C@@H]([C@@H](C(=O)N[C@@H](CC(C)C)B1OC(C[C@H](O1)C(=O)OCCOC(=O)C1OB(OC(C1)=O)[C@H](CC(C)C)NC([C@H]([C@@H](C)O)NC(C1=NC(=CC=C1)C1=CC=CC=C1)=O)=O)=O)NC(C1=NC(=CC=C1)C1=CC=CC=C1)=O)C